[Sn].[Al].[Cu] copper-aluminum-tin